FC(C(C(F)(F)C(C(F)(F)OC(C(C(C(C(CC(F)(F)F)F)(F)F)(F)F)(F)F)(F)F)(F)F)(F)F)CC(F)(F)F Octafluoropentyl-1,1,2,2-Tetrafluoroethyl ether